Cl.N[C@H](CC1=C(C2=C(N=C(N=C2NCC=2OC=CC2)Cl)N1)CCCC)C 6-[(2S)-2-aminopropyl]-5-butyl-2-chloro-N-[(furan-2-yl)methyl]-7H-pyrrolo[2,3-d]pyrimidin-4-amine hydrochloride